C(C)(C)(C)OC(=O)N1CC2(C(N(C3=C2N=C(N=C3N)SC)C=3C=CC2=C(N=C(O2)N)C3)=O)C1 Tert-butyl-4'-amino-5'-(2-aminobenzo[d]oxazol-5-yl)-2'-(methylthio)-6'-oxo-5',6'-dihydrospiro[azetidine-3,7'-pyrrolo[3,2-d]pyrimidine]-1-carboxylate